4-(5-(5-fluoro-2-methoxypyridin-4-yl)-1H-pyrazole-3-carbonyl)-N-((4-hydroxybicyclo[2.1.1]hexan-1-yl)methyl)-4-azaspiro[2.5]octane-7-carboxamide FC=1C(=CC(=NC1)OC)C1=CC(=NN1)C(=O)N1C2(CC2)CC(CC1)C(=O)NCC12CCC(C1)(C2)O